tert-butyl (4R)-4-(((tert-butyldiphenylsilyl)oxy)methyl)-1,2,3-oxathiazolidine-3-carboxylate 2-oxide [Si](C1=CC=CC=C1)(C1=CC=CC=C1)(C(C)(C)C)OC[C@H]1N(S(OC1)=O)C(=O)OC(C)(C)C